O=C1NC(CCC1NC1=C(C=C(C=C1)C1CCN(CC1)CC1CCC(CC1)OC[C@@H](C)NC(OC(C)(C)C)=O)F)=O tert-butyl N-[(1R)-2-[4-[[4-[4-[(2,6-dioxo-3-piperidyl)amino]-3-fluoro-phenyl]-1-piperidyl]methyl]cyclohexoxy]-1-methyl-ethyl]carbamate